CON(C(=O)C=1OC(=CC1)CN1C(COCC1(C)C)(C)C)C N-methoxy-N-methyl-5-((3,3,5,5-tetramethylmorpholino)methyl)furan-2-carboxamide